C(C)(C)(C)OC(C[C@@H](C(=O)NC=1SC(=C(C1C(C1=C(C=C(C=C1)Cl)F)=O)C)C)N)=O.C(C1=CC=CC=C1)SC1=CC=C(C=C1)C(CF)(F)F 1-benzylsulfanyl-4-(1,1,2-trifluoroethyl)benzene tert-butyl-(3S)-3-amino-4-[[3-(4-chloro-2-fluoro-benzoyl)-4,5-dimethyl-2-thienyl]amino]-4-oxo-butanoate